4-(6-aminopyridine-3-yl)piperidine-1-carboxylic acid tert-butyl ester C(C)(C)(C)OC(=O)N1CCC(CC1)C=1C=NC(=CC1)N